chloro-4-((4-methoxybenzyl)amino)-2-methylnicotinic acid ethyl ester C(C)OC(C1=C(N=C(C=C1NCC1=CC=C(C=C1)OC)Cl)C)=O